7-bromo-1-methyl-2-(3-morpholinopropyl)-1H-imidazo[4,5-d]thieno[3,2-b]pyridin-4-amine BrC1=CC2=NC(=C3C(=C2S1)N(C(=N3)CCCN3CCOCC3)C)N